dithiepine C1C=CC=CSS1